1-(4-chlorophenyl)-2-(6-(2-(3-methylbenzylidene)hydrazinyl)-2-morpholino-9H-purin-9-yl)ethane-1-on ClC1=CC=C(C=C1)C(CN1C2=NC(=NC(=C2N=C1)NN=CC1=CC(=CC=C1)C)N1CCOCC1)=O